C(C)(C)OC=1C(=CC2=CN(N=C2C1)C12COC(CC1)(C2)C)C(=O)O 6-Isopropoxy-2-(1-methyl-2-oxabicyclo[2.2.1]hept-4-yl)-2H-indazole-5-carboxylic acid